(S)-N-(1-Amino-3-hydroxy-1-oxopropan-2-yl)-2-methyl-5-(thiazol-5-ylmethoxy)benzofuran NC([C@H](CO)N1CSC(=C1)COC=1C=CC2=C(C=C(O2)C)C1)=O